CN1C=2C(=NN3C(=NN=C3C2OCC1)C1=CC(=CC=C1)OC(F)(F)F)NC1CCOCC1 10-methyl-N-(oxan-4-yl)-5-[3-(trifluoromethoxy)phenyl]-13-oxa-3,4,6,7,10-pentazatricyclo[7.4.0.02,6]trideca-1(9),2,4,7-tetraen-8-amine